NC(CC1=NSC(=N1)NC(=O)C1=C(OC(=C1)C1=CC(=CC=C1)OC(F)(F)F)C)C N-(3-(2-aminopropyl)-1,2,4-thiadiazol-5-yl)-2-methyl-5-(3-(trifluoromethoxy)phenyl)furan-3-carboxamide